ClC=1C=C(C=CC1)CCN1C[C@]([C@@H](C1)COC1=CC=C(C=C1)S(=O)(=O)C)(O)C |r| rac-trans-1-[2-(3-chlorophenyl)ethyl]-4-[(4-methanesulfonylphenoxy)methyl]-3-methylpyrrolidin-3-ol